ethynyl-4-formylbiphenyl C(#C)C1=C(C=CC(=C1)C=O)C1=CC=CC=C1